CC=1OC2=C(N1)C=C(C=C2)OC=2N=NC(=CC2)N2CCNCC2 2-methyl-5-((6-(piperazin-1-yl)pyridazin-3-yl)oxy)benzo[d]oxazole